[Mg+2].C(CCCCCCCCCCCCC)(=O)[O-].C(CCCCCCCCCCCCC)(=O)[O-] myristate magnesium